NC=1C2=C(N=CN1)N(C=C2C2=CC=C(C=1N2C=CN1)NC(=O)NC1=CC(=C(C=C1)CN1CCN(CC1)C)C(F)(F)F)C1CC(C1)OCC1=CC=CC=C1 1-(5-(4-amino-7-(3-(benzyloxy)cyclobutyl)-7H-pyrrolo[2,3-d]pyrimidin-5-yl)imidazo[1,2-a]pyridin-8-yl)-3-(4-((4-methylpiperazin-1-yl)methyl)-3-(trifluoromethyl)phenyl)urea